C[C@H]1N(CCC(C1)=O)C=1C=C(C(C#N)=CC1)C#N (R)-4-(2-methyl-4-oxopiperidin-1-yl)phthalonitrile